4-(2-(2-(2-azidoethoxy)ethoxy)ethoxy)-2-(2,6-dioxopiperidin-3-yl)isoindoline-1,3-dione N(=[N+]=[N-])CCOCCOCCOC1=C2C(N(C(C2=CC=C1)=O)C1C(NC(CC1)=O)=O)=O